Cl.O1COC2=C1C=CC(=C2)C2=C(NC(=N2)C(C)(C)C)C2=NC(=CC=C2)C 2-(5-benzo[1,3]dioxol-5-yl-2-tert-butyl-3H-imidazol-4-yl)-6-methylpyridine hydrochloride